3-((4-fluorophenyl)amino)-3-oxo-propionic acid ethyl ester C(C)OC(CC(=O)NC1=CC=C(C=C1)F)=O